7-(8-chloro-7-fluoro-3-((2-methyl-1,2,3,4-tetrahydroisoquinolin-7-yl)amino)isoquinolin-6-yl)-8-methyl-2,3-dihydro-1H-pyrido[2,3-b][1,4]oxazine-1-carboxylic acid tert-butyl ester C(C)(C)(C)OC(=O)N1C2=C(OCC1)N=CC(=C2C)C=2C=C1C=C(N=CC1=C(C2F)Cl)NC2=CC=C1CCN(CC1=C2)C